tert-butyl (2-((2-fluoro-3-nitrophenyl)amino)ethyl)carbamate FC1=C(C=CC=C1[N+](=O)[O-])NCCNC(OC(C)(C)C)=O